2-((5-chloro-2-nitrophenyl)amino)benzonitrile ClC=1C=CC(=C(C1)NC1=C(C#N)C=CC=C1)[N+](=O)[O-]